N-METHYL-N-((1S,3S)-3-METHYL-3-((6-(1-METHYL-1H-PYRAZOL-4-YL)PYRAZOLO[1,5-a]PYRAZIN-4-YL)OXY)CYCLOBUTYL)ACRYLAMIDE p-bromocinnamate BrC1=CC=C(C=CC(=O)O)C=C1.CN(C(C=C)=O)C1CC(C1)(OC=1C=2N(C=C(N1)C=1C=NN(C1)C)N=CC2)C